2-((2S,4S)-1-acryloyl-4-(8-chloro-4-(3-(dimethylamino)azetidin-1-yl)-6-fluoro-7-(3-fluoro-2-methylphenyl)-1H-imidazo[4,5-c]quinolin-1-yl)piperidin-2-yl)acetonitrile C(C=C)(=O)N1[C@@H](C[C@H](CC1)N1C=NC=2C(=NC=3C(=C(C(=CC3C21)Cl)C2=C(C(=CC=C2)F)C)F)N2CC(C2)N(C)C)CC#N